(E)-N'-(7-bromo-5-iodo-1-methylbenzimidazol-4-yl)-N,N-dimethylmethanimidamide BrC1=CC(=C(C2=C1N(C=N2)C)/N=C/N(C)C)I